(1-(2-(3-mercapto-3-methylbutanoyl)hydrazono)-2,3-dihydro-1H-inden-5-yl)oxybutanoate SC(CC(=O)NN=C1CCC2=CC(=CC=C12)OC(C(=O)[O-])CC)(C)C